indeno[1,2-E][1,3,4]oxadiazine-4A(3H)-carboxylate N1=NCOC2(C1=C1C=CC=CC1=C2)C(=O)[O-]